NC1=CC=C(C(=C1C(=O)N(C)C)F)C=1C(=C2C(=NC1)NC[C@@]21C[C@H](CC1)N1C(=NC=C1)C)Cl 6-Amino-3-((1S,3S)-4'-chloro-3-(2-methyl-1H-imidazol-1-yl)-1',2'-dihydrospiro[cyclopentane-1,3'-pyrrolo[2,3-b]pyridin]-5'-yl)-2-fluoro-N,N-dimethylbenzamide